3-Amino-6-bromo-5-trifluoromethyl-pyridine-2-carboxylic acid [(S)-1-(tetrahydro-furan-2-yl)methyl]-amide O1[C@@H](CCC1)CNC(=O)C1=NC(=C(C=C1N)C(F)(F)F)Br